FC=1C=C(C=C(C1)F)[C@@H]1N(OCC1)C1=CC(=NC=N1)NC=1C(=CC(=C(C1)NC(C=C)=O)N1C[C@@H](CC1)N1CCOCC1)OC N-(5-((6-((R)-3-(3,5-difluorophenyl)isoxazolidine-2-yl)pyrimidine-4-yl)amino)-4-methoxy-2-((R)-3-morpholinopyrrolidine-1-yl)phenyl)acrylamide